2-methylene-4-oxo-4-(1-(4-(trifluoromethyl)phenyl)ethoxy)butanoic acid C=C(C(=O)O)CC(OC(C)C1=CC=C(C=C1)C(F)(F)F)=O